{3-(4-fluorophenyl)-1-[(1s,3s)-3-(methanesulfonyl)cyclobutyl]-1H-pyrazol-4-yl}-6-phenylfuro[2,3-d]pyrimidine FC1=CC=C(C=C1)C1=NN(C=C1C=1N=CC2=C(N1)OC(=C2)C2=CC=CC=C2)C2CC(C2)S(=O)(=O)C